ClC=1C=C(C=CC1OCCN1CCCC1)C1(SC(=C(N1)N)C1=NC=NC2=CC(=C(C=C12)OC)OC)N 2-(3-chloro-4-(2-(pyrrolidin-1-yl)ethoxy)phenyl)-5-(6,7-dimethoxyquinazolin-4-yl)thiazole-2,4-diamine